BrC1=C(C=C(C=C1)SC)F (4-bromo-3-fluorophenyl)(Methyl)sulfane